di-t-butyltriethoxysilane C(C)(C)(C)C(C)(O[SiH](OCC)OCC)C(C)(C)C